C(C)[C@H]1CC2=C(CN(C1)CC1=CC(=CC=3C=CSC31)[C@@H](CC(=O)OCC)C3=C(C1=C(N(N=N1)C)C(=C3)C)C)N=C(C=C2)O Ethyl (3R)-3-(7-{[(6S)-6-ethyl-2-hydroxy-5,6,7,9-tetrahydro-8H-pyrido[2,3-c]azepin-8-yl] Methyl}-1-benzothiophen-5-yl)-3-(1,4,7-trimethyl-1H-benzotriazol-5-yl)propanoate